C(#N)C1=CC(=NC=C1)N1C(OCC1C(=O)NC1=CC(=CC=C1)F)=O 3-(4-cyano-pyridin-2-yl)-N-(3-fluorophenyl)-2-oxooxazolidine-4-carboxamide